C(C)OC(NC1=C(C=C(C=C1)CNC1=CC(=CC=C1)Cl)N)=O {2-Amino-4-[(3-chlorophenylamino)methyl]phenyl}carbamic acid ethyl ester